CC(C(=O)OCCN1CCN(CC1)C(=O)OC(C)(C)C)=C 1,1-dimethylethyl 4-[2-[(2-methyl-1-oxo-2-propen-1-yl)oxy]ethyl]-1-piperazinecarboxylate